tert-butyl (2R,3aS,6aS)-2-(((tert-butyldimethylsilyl)oxy)methyl)-3-(methylsulfonamido)hexahydro-1H-furo[3,4-b]pyrrole-1-carboxylate [Si](C)(C)(C(C)(C)C)OC[C@H]1C([C@@H]2[C@H](N1C(=O)OC(C)(C)C)COC2)NS(=O)(=O)C